4-(dimethylamino)-N-hydroxybutyramide CN(CCCC(=O)NO)C